CC(C)C1CCC(C(C1)O)(C)O p-menthane-diol